ClC1=CC=C(C=N1)N1N=CC=C1C(=O)OCC Ethyl 2-(6-chloro-3-pyridinyl)-2H-pyrazole-3-carboxylate